CNC(=O)C(CC(=O)OC1(COC1)C1=NC=C(C=C1)C(F)(F)F)=C 3-(5-(trifluoromethyl)pyridin-2-yl)oxetan-3-yl 3-(methylcarbamoyl)but-3-enoate